N-(3,4-bis(3-phenylureido)phenyl)-4-chlorobenzenesulfonamide C1(=CC=CC=C1)NC(NC=1C=C(C=CC1NC(=O)NC1=CC=CC=C1)NS(=O)(=O)C1=CC=C(C=C1)Cl)=O